C12C(C3CC(CC(C1)C3)C2)NC(CN2C(C(=CC=C2)NC([C@H](CCC(C(=O)NC)=O)NC(=O)[C@H]2NCCCC2)=O)=O)=O (S)-N1-(1-(2-(2-Adamantylamino)-2-oxoethyl)-2-oxo-1,2-dihydropyridin-3-yl)-N6-methyl-5-oxo-2-((S)-piperidin-2-carboxamido)hexandiamid